ClC1=CC(=C(OC2=CC=C(C=C2)[C@@H]2CCCN3C2=NS(CC3)(=O)=O)C=C1)C (9S)-9-[4-(4-chloro-2-methylphenoxy)phenyl]-3,4,6,7,8,9-hexahydropyrido[2,1-c][1,2,4]thiadiazine 2,2-dioxide